C(C)OC(/C=C/C=1C=CC(=NC1)C(=O)OC(C)(C)C)=O Tert-butyl (E)-5-(3-ethoxy-3-oxoprop-1-en-1-yl)picolinate